C(C(C)C)OC(C(CC(=O)OCC(C)C)(C)C(C)C)=O Isopropyl-2-methylsuccinic acid diisobutyl ester